2-((3-((4R,5S)-7-ethyl-6-oxo-1-phenyl-5-(3-(trifluoromethyl)benzamido)-4,5,6,7-tetrahydro-1H-pyrazolo[3,4-b]pyridin-4-yl)benzyl)carbamoyl)allyl methanesulfonate CS(=O)(=O)OCC(=C)C(NCC1=CC(=CC=C1)[C@@H]1C2=C(N(C([C@H]1NC(C1=CC(=CC=C1)C(F)(F)F)=O)=O)CC)N(N=C2)C2=CC=CC=C2)=O